COC(=O)C=1C(=NC=NC1)C=1C=NC(=C(C1)C(N)=O)NC 4-(5-carbamoyl-6-(methylamino)pyridin-3-yl)pyrimidine-5-carboxylic acid methyl ester